NC1CN(CCC1)C1=C2C(=NC=C1)N(C(=N2)C2=CC(=C(C#N)C=C2)F)C2=CC=C(C=C2)C2CCCCC2 4-(7-(3-Aminopiperidin-1-yl)-3-(4-cyclohexylphenyl)-3H-imidazo[4,5-b]pyridin-2-yl)-2-fluorobenzonitrile